tert-butyl 2-(hydroxymethyl)-5-oxo-spiro[7H-cyclopenta[b]pyridine-6,4'-piperidine]-1'-carboxylate OCC1=CC=C2C(=N1)CC1(CCN(CC1)C(=O)OC(C)(C)C)C2=O